γ-methacryloyloxypropyldimethoxymethylsilane C(C(=C)C)(=O)OCCC[SiH2]C(OC)OC